(2-(benzylamino)-2-oxo-1-(pyridin-4-yl)ethyl)-N-(furan-2-ylmethyl)-4-(pyridin-1-yl)butanamide tert-butyl-gamma-aminobutyrate C(C)(C)(C)OC(CCCN)=O.C(C1=CC=CC=C1)NC(C(C1=CC=NC=C1)C(C(=O)NCC=1OC=CC1)CCN1CC=CC=C1)=O